2-(6,7-dihydro-5H-pyrrolo[1,2-c]imidazol-1-yl)-2-[4-fluoro-1-oxo-6-(4-piperazin-1-ylphenyl)isoindolin-2-yl]-N-(2-pyridinyl)acetamide hydrochloride Cl.C1(=C2N(C=N1)CCC2)C(C(=O)NC2=NC=CC=C2)N2C(C1=CC(=CC(=C1C2)F)C2=CC=C(C=C2)N2CCNCC2)=O